NC1=CC=C(C=C1)N1CCC(CC1)CCN1C(CN(CC1)C1=CC=C(C=N1)C=1C=C2C(=NC1)NC=C2C(C2=C(C(=CC=C2F)NS(N(C)CC)(=O)=O)F)=O)=O 5-[6-[4-[2-[1-(4-aminophenyl)-4-piperidyl]ethyl]-3-oxo-piperazin-1-yl]-3-pyridyl]-3-[3-[[ethyl(methyl)sulfamoyl]amino]-2,6-difluoro-benzoyl]-1H-pyrrolo[2,3-b]pyridine